5-(1-(3-cyanopyridin-2-yl)-5-(3,5-dimethylisoxazol-4-yl)-1H-pyrrolo[2,3-b]pyridin-3-yl)-4,6-diethoxypicolinic acid C(#N)C=1C(=NC=CC1)N1C=C(C=2C1=NC=C(C2)C=2C(=NOC2C)C)C=2C(=CC(=NC2OCC)C(=O)O)OCC